O=C1NC(CCC1N1C(C2=CC=C(C=C2C1=O)N1CCC(CC1)NC)=O)=O 2-(2,6-dioxo-3-piperidyl)-5-[4-(methylamino)-1-piperidyl]isoindoline-1,3-dione